C(C=CCCC)(=O)O hexenic acid